C(N)(=O)C1=CC=C(CN2C(=NC3=C2C=CC=C3)C3=NNC(=C3)NC(C3=CC=C(C=C3)NC3CCN(CC3)C)=O)C=C1 N-(3-(1-(4-carbamoylbenzyl)-1H-benzo[d]imidazol-2-yl)-1H-pyrazol-5-yl)-4-((1-methylpiperidin-4-yl)amino)benzamide